C(C)(C)(C)OC(NCC(=O)NNS(=O)(=O)C)=O N-[2-(2-methylsulfonylhydrazino)-2-oxo-ethyl]carbamic acid tert-butyl ester